ClC1=CC=C(S1)COC1=CC(=NN1C(=O)C=1SC=CC1)C1C(N(CC1)S(=O)(=O)N1CCCC1)C(=O)O 3-{5-[(5-chlorothiophen-2-yl)methoxy]-1-(thiophene-2-carbonyl)-1H-pyrazol-3-yl}-1-(pyrrolidine-1-sulfonyl)pyrrolidine-2-carboxylic acid